(S)-2-methoxy-N-methyl-1-(4-(trifluoromethyl)phenyl)ethan-1-amine COC[C@@H](NC)C1=CC=C(C=C1)C(F)(F)F